C(#N)C=1C=CC(=C2C=CC=NC12)N1C[C@@H](O[C@@H](C1)C)CN1C[C@@H](CC1)NC(OC(C)(C)C)=O tert-butyl ((R)-1-(((2S,6R)-4-(8-cyanoquinolin-5-yl)-6-methylmorpholin-2-yl)methyl)-pyrrolidin-3-yl)carbamate